C(C=C)(=O)N1C[C@@H](CC1)OC=1N=C2C(=NC1)NC=C2C(=O)NCC (R)-2-[(1-acryloylpyrrolidin-3-yl)oxy]-N-ethyl-5H-pyrrolo[2,3-b]pyrazine-7-carboxamide